(2S,4S)-1-[(2S)-2-amino-3,3-dimethyl-butanoyl]-4-hydroxy-N-[[4-(4-methylthiazol-5-yl)phenyl]methyl]pyrrolidine-2-carboxamide N[C@H](C(=O)N1[C@@H](C[C@@H](C1)O)C(=O)NCC1=CC=C(C=C1)C1=C(N=CS1)C)C(C)(C)C